bis(undecyl)-1,2-diaminocyclohexane C(CCCCCCCCCC)C1(C(CCCC1)(N)CCCCCCCCCCC)N